C(C)OC(=O)OC(=O)OCC ethoxyformic anhydride